7-fluoro-6-(1-(6-(1-methyl-1H-pyrazol-4-yl)-1H-imidazo[4,5-b]pyrazin-1-yl)ethyl)quinoline (Z,E)-9,11-Tetradecadienyl-acetate C(CCCCCCC\C=C/C=C/CC)CC(=O)O.FC1=C(C=C2C=CC=NC2=C1)C(C)N1C=NC=2C1=NC(=CN2)C=2C=NN(C2)C